(2R)-4-(3-{[4-(trifluoromethyl)phenyl]amino}pyrazin-2-yl)piperazine-2-carboxamide FC(C1=CC=C(C=C1)NC=1C(=NC=CN1)N1C[C@@H](NCC1)C(=O)N)(F)F